C(=O)OC1CC(C1)NC=1N=C2C=C(C(=CC2=C2CCCCC12)OC)OCCCN1CCCC1 3-({2-methoxy-3-[3-(pyrrolidin-1-yl)propoxy]-7,8,9,10-tetrahydrophenanthridin-6-yl}amino)cyclobutan-1-ol formate